C(C)C1(NC(N(C(C1)=O)CC1=CC(=CC=C1)C(NC1CC(OC2=CC=CC(=C12)F)(C)C)=O)=[NH2+])CC [4,4-diethyl-1-[[3-[(5-fluoro-2,2-dimethyl-chroman-4-yl)carbamoyl]phenyl]methyl]-6-oxo-hexahydropyrimidin-2-ylidene]ammonium